3-iodo-N-(3-pyridylmethyl)pyrrolo[1,5-a]pyridine-6-carboxamide IC1=CC=C2N1C=C(C=C2)C(=O)NCC=2C=NC=CC2